2-chloro-8-({4-[5-methyl-3-(trifluoromethyl)-1H-pyrazol-1-yl]phenyl}methyl)-5,6,7,8-tetrahydropteridin-6-one ClC1=NC=2N(CC(NC2C=N1)=O)CC1=CC=C(C=C1)N1N=C(C=C1C)C(F)(F)F